3-((1-(aminomethyl)cyclopropyl)methoxy)-3-(4-chlorophenyl)-2-((5-chloropyridin-2-yl)methyl)-4-fluoro-6-(2-hydroxypropan-2-yl)isoindolin-1-one NCC1(CC1)COC1(N(C(C2=CC(=CC(=C12)F)C(C)(C)O)=O)CC1=NC=C(C=C1)Cl)C1=CC=C(C=C1)Cl